oxalic acid, ethylmethylammonium salt C(C)[NH2+]C.C(C(=O)[O-])(=O)[O-].C(C)[NH2+]C